ClC1=CC(=C(C(=C1)C=NC(CC1=CC=C(C=C1)O)C(CO)=O)OC(C(C)C)=O)O 4-chloro-2-hydroxy-6-((4-hydroxy-1-(4-hydroxyphenyl)-3-oxobutan-2-ylimino)methyl)phenyl-isobutyrate